6-(4-(7-ethoxy-2-(methyl-d3)-2H-indazol-4-yl)-2,6-difluorobenzyl)-6,7-dihydro-5H-pyrrolo[3,4-b]pyridin-5-one-7,7-d2 C(C)OC1=CC=C(C2=CN(N=C12)C([2H])([2H])[2H])C1=CC(=C(CN2C(C3=NC=CC=C3C2=O)([2H])[2H])C(=C1)F)F